N[C@@H](CCC(=O)C(CCC[C@H](N)C(=O)O)N)C(=O)O epsilon-(gamma-glutamyl)lysine